N-[(1R,6S)-2,2-difluoro-6-{[(3S)-1-(2-fluoro-2-methylpropyl)pyrrolidin-3-yl]oxy}cyclohexyl]-4-{5-[(1S,2S)-2-fluorocyclopropyl]-1,2,4-oxadiazol-3-yl}-4-methylpiperidine-1-carboxamide FC1([C@@H]([C@H](CCC1)O[C@@H]1CN(CC1)CC(C)(C)F)NC(=O)N1CCC(CC1)(C)C1=NOC(=N1)[C@H]1[C@H](C1)F)F